C(C)(C)(C)OC(=O)N1CC(C1)(F)COC(=O)N1CCC(CC1)NC1=CC(=NC=2N1N=CC2C(C)C)C2=CC=NC=C2 (1-(tert-butoxycarbonyl)-3-fluoroazetidine-3-yl)methyl-4-((3-isopropyl-5-(pyridin-4-yl)pyrazolo[1,5-a]pyrimidin-7-yl)amino)piperidine-1-carboxylate